ClC1=C(C=2N=C(N=C(C2C(=N1)C)N1CC(CCC1)C#N)SC)F 1-(7-chloro-8-fluoro-5-methyl-2-(methylthio)pyrido[4,3-d]pyrimidin-4-yl)piperidine-3-carbonitrile